3,5-di-tert-butyl-4-hydroxyphenylmethyl-D-2,4,6-trimethylbenzene C(C)(C)(C)C=1C=C(C=C(C1O)C(C)(C)C)CC1=C(C=C(C=C1C)C)C